5,15-bis[(3-propoxy-4-carboxybutoxy)phenyl]-10,20-dibromoporphine C(CC)OC(CCOC1=C(C=CC=C1)C=1C2=CC=C(N2)C(=C2C=CC(C(=C3C=CC(=C(C=4C=CC1N4)Br)N3)C3=C(C=CC=C3)OCCC(CC(=O)O)OCCC)=N2)Br)CC(=O)O